C(CCC)NC[Si](OCC)(OCC)OCC N-(n-butyl)-aminomethyl-triethoxysilane